silver(II) trifluoromethanesulfonate (triflate) [O-]S(=O)(=O)C(F)(F)F.FC(S(=O)(=O)[O-])(F)F.[Ag+2]